5-chloro-2-[4-(2-fluoroethyl)piperazine-1-carbonyl]-7,8-dihydro-6H-spiro[[1,3]oxazolo[5,4-f]quinazoline-9,1'-cyclohexane]-7-one ClC=1C=C2C(=C3C1NC(NC31CCCCC1)=O)OC(=N2)C(=O)N2CCN(CC2)CCF